N-(4-fluoro-3-((5-(6-methoxypyridin-3-yl)-2-((1-methyl-1H-pyrazol-4-yl)amino)pyrimidin-4-yl)amino)phenyl)acrylamide FC1=C(C=C(C=C1)NC(C=C)=O)NC1=NC(=NC=C1C=1C=NC(=CC1)OC)NC=1C=NN(C1)C